[Cl-].[Cl-].C[SiH](C)[Zr+2](C1C=CC2=CC=CC=C12)C1C=C(C2=CC=CC=C12)CC(CCCC)CC Dimethylsilyl-(3-(2-ethyl-hexyl)-indenyl)(indenyl)zirconium dichloride